3,6-dichloro-4-bis(trideuteromethyl)methyl-5-deuteropyridazine ClC=1N=NC(=C(C1C(C([2H])([2H])[2H])C([2H])([2H])[2H])[2H])Cl